NC1(CC(=CC(=C1)N)N)N 1,3,5-triaminophenylamine